[Pd+2].CS(=O)(=O)[O-].CS(=O)(=O)[O-] methanesulfonate palladium(2+)